The molecule is a cationic sphingoid that is the conjugate acid of hexadecasphing-4-enine, obtained by protonation of the primary amino function; major species at pH 7.3. It is a conjugate acid of a hexadecasphing-4-enine. CCCCCCCCCCC/C=C/[C@H]([C@H](CO)[NH3+])O